ClC1=C(C(=C(C=C1OC)OC)Cl)C=1SC2=C(C=NC(=C2)N[C@@H]2COCC[C@@H]2NC(C=C)=O)N1 N-((3S,4S)-3-((2-(2,6-dichloro-3,5-dimethoxyphenyl)thiazolo[4,5-c]pyridin-6-yl)amino)tetrahydro-2H-pyran-4-yl)acrylamide